benzyl (2S,4R)-4-fluoro-4-(methoxymethyl)-1-((phenoxathiine-3-carbonyl) glycyl)pyrrolidine-2-carboxylate F[C@@]1(C[C@H](N(C1)C(CNC(=O)C=1C=CC=2SC3=CC=CC=C3OC2C1)=O)C(=O)OCC1=CC=CC=C1)COC